ClC=1C=C2C(=C(NC2=CC1)C(=O)O)C=O 5-CHLORO-3-FORMYL-1H-INDOLE-2-CARBOXYLIC ACID